4-(2-(((5-fluoropyridin-2-yl)amino)-2-oxoethyl)-5-oxo-8-(trifluoromethyl)-4,5-dihydropyrazolo[1,5-a]pyrido[3,2-e]pyrimidin-2-yl)azetidine-1-carboxylate FC=1C=CC(=NC1)NC(CC1(NN2C(NC(C3=C2N=C(C=C3)C(F)(F)F)=O)=C1)C1CCN1C(=O)[O-])=O